6-(2-oxa-7-azaspiro[3.5]nonane-7-yl)-1-benzothiophene-2-carboxylic acid C1OCC12CCN(CC2)C2=CC1=C(C=C(S1)C(=O)O)C=C2